1-(5-(4-((tert-butyldimethylsilyl)oxy)butyl)-2-isopropyl-4-methylpyridin-3-yl)-7-chloro-6-fluoropyrido[2,3-d]Pyrimidine-2,4(1H,3H)-dione [Si](C)(C)(C(C)(C)C)OCCCCC=1C(=C(C(=NC1)C(C)C)N1C(NC(C2=C1N=C(C(=C2)F)Cl)=O)=O)C